C1(CC1)NC(=O)C1=C(C=C(C=C1OC)C1=CN=C2N1C=CC(=C2)OCC2(CN(C2)C(=O)OC(C)(C)C)C)OC(F)F tert-butyl 3-[[3-[4-(cyclopropylcarbamoyl)-3-(difluoro methoxy)-5-methoxy-phenyl] imidazo[1,2-a]pyridin-7-yl]oxymethyl]-3-methyl-azetidine-1-carboxylate